(6-chloro-4-(2,5-dichlorophenoxy)-1H-indol-2-yl)methanol ClC1=CC(=C2C=C(NC2=C1)CO)OC1=C(C=CC(=C1)Cl)Cl